C(CCCCC=CCCCCCCCCCCCCCCCCC)(=O)O 6-Tetracosenoic acid